3-((4-((2-amino-4-(1-hydroxyhexan-3-ylamino)-6-methylpyrimidin-5-yl)methyl)-3-methoxybenzyl)(ethyl)amino)propanoic acid NC1=NC(=C(C(=N1)NC(CCO)CCC)CC1=C(C=C(CN(CCC(=O)O)CC)C=C1)OC)C